Methyl 3-(7-(2-(cyclohexen-1-ylamino)-2-oxoethoxy)naphthalen-2-yl)-3-(2,2-difluoro-6-methylbenzo[d][1,3]dioxol-5-yl)propanoate C1(=CCCCC1)NC(COC1=CC=C2C=CC(=CC2=C1)C(CC(=O)OC)C1=CC2=C(OC(O2)(F)F)C=C1C)=O